2-((3-(2-((3r,5r,7r)-Adamantan-1-yl)ethyl)-4-oxo-3,4-dihydropteridin-2-yl)thio)-N-(thiazol-2-yl)acetamide C12(CC3CC(CC(C1)C3)C2)CCN2C(=NC3=NC=CN=C3C2=O)SCC(=O)NC=2SC=CN2